ClC1=NC=C(C(=N1)NCC1=CC=C(C=C1)N1N=C(C=C1OCC)C(F)(F)F)[N+](=O)[O-] 2-chloro-N-[[4-[5-ethoxy-3-(trifluoromethyl)pyrazol-1-yl]phenyl]methyl]-5-nitro-pyrimidin-4-amine